4-Amino-4-(fluoro(phenyl)methyl)piperidine-1-carboxylic acid tert-butyl ester C(C)(C)(C)OC(=O)N1CCC(CC1)(C(C1=CC=CC=C1)F)N